BrC=1C=C(C=CC1)[C@@H](C)NC1=NC(=NC2=CC(=C(C=C12)OCCCCCCCN1CCC(CC1)C1=C2CN(C(C2=CC(=C1)F)=O)C1C(NC(CC1)=O)=O)OC)C 3-(4-(1-(7-((4-(((R)-1-(3-bromophenyl)ethyl)amino)-7-methoxy-2-methyl-quinazolin-6-yl)oxy)heptyl)piperidin-4-yl)-6-fluoro-1-oxoisoindolin-2-yl)piperidine-2,6-dione